(2E)-1-[3-(trifluoromethyl)-5,6-dihydro[1,2,4]triazolo[4,3-a]pyrazin-7(8H)-yl]-4-(2,4,5-trifluorophenyl)but-2-en-1-one tert-butyl-(5-benzyl-4-(3,4-difluorophenyl)thiazol-2-yl)carbamate C(C)(C)(C)N(C(O)=O)C=1SC(=C(N1)C1=CC(=C(C=C1)F)F)CC1=CC=CC=C1.FC(C1=NN=C2N1CCN(C2)C(\C=C\CC2=C(C=C(C(=C2)F)F)F)=O)(F)F